4-(5-methyl-1,3,4-oxadiazol-2-yl)piperidineGLYOXYLIC ACID BENZYL OXIME C(C1=CC=CC=C1)ON=C(C(=O)O)N1CCC(CC1)C=1OC(=NN1)C